FC1(C(CC1)COC=1C(=CC(=NC1)C(=O)N1CCC(CC1)C=1C(=CC(=NC1)N)OC)OC)F 5-(1-{5-[(2,2-Difluorocyclobutyl)-methoxy]-4-methoxy-pyridine-2-carbonyl}-piperidin-4-yl)-4-methoxypyridin-2-amine